4-[[(2R,3R,4S,5R)-3-(3,4-difluoro-2-hydroxy-phenyl)-4,5-dimethyl-5-(trifluoromethyl)tetrahydrofuran-2-carbonyl]amino]-1-oxo-pyridin-1-ium-2-carboxamide FC=1C(=C(C=CC1F)[C@@H]1[C@@H](O[C@]([C@H]1C)(C(F)(F)F)C)C(=O)NC1=CC([N+](C=C1)=O)C(=O)N)O